[H-].[Na+].COC(=O)C=1SC=C(C1N(C(C)=O)CC1CCN(CC1)C(=O)OC(C)(C)C)C tert-Butyl 4-((N-(2-(methoxycarbonyl)-4-methylthiophen-3-yl)acetamido)methyl)piperidine-1-carboxylate Sodium hydride